6-(8-oxa-3-azabicyclo[3.2.1]oct-3-yl)pyridazine C12CN(CC(CC1)O2)C2=CC=CN=N2